2-bromo-1-(4-bromo-5-chloro-2-hydroxyphenyl)ethan-1-one tert-butyl-2-[3-(methoxycarbonyl)-4-methylbenzoyl]hydrazine-1-carboxylate C(C)(C)(C)OC(=O)NNC(C1=CC(=C(C=C1)C)C(=O)OC)=O.BrCC(=O)C1=C(C=C(C(=C1)Cl)Br)O